BrC1=CC=C(C=C1)[C@H](CC(=O)O)NC(=O)OC(C)(C)C (3S)-3-(4-bromophenyl)-3-(t-butoxycarbonylamino)propionic acid